NCCCCC(=O)N[C@H](C(=O)N1[C@@H](C[C@H](C1)O)C(=O)N[C@@H](C)C1=CC=C(C=C1)C1=C(N=CS1)C)C(C)(C)C (2S,4R)-1-[(2S)-2-(5-aminopentanoylamino)-3,3-dimethyl-butanoyl]-4-hydroxy-N-[(1S)-1-[4-(4-methylthiazol-5-yl)phenyl]ethyl]pyrrolidine-2-carboxamide